IC1=NN(C2=NC=NC(=C21)N)C2CNCCC2 3-iodo-1-(piperidin-3-yl)-1H-pyrazolo[3,4-d]pyrimidin-4-amine